6-((4-Nitrobenzyl)thio)-9H-purin [N+](=O)([O-])C1=CC=C(CSC2=C3N=CNC3=NC=N2)C=C1